CN1N=C(C(=C1)C1=CC(=C(C=C1)NC=1N=CC2=C(N1)C(=NC=C2)NCC2(COCC2)C)OC)C N2-(4-(1,3-dimethyl-1H-pyrazol-4-yl)-2-methoxyphenyl)-N8-((3-methyltetrahydrofuran-3-yl)methyl)pyrido[3,4-d]pyrimidine-2,8-diamine